1-[7-difluoromethyl-6-(1-methyl-1H-pyrazol-4-yl)-3,4-dihydro-2H-quinolin-1-yl]-isoquinoline-3-carboxylic acid amide FC(C1=C(C=C2CCCN(C2=C1)C1=NC(=CC2=CC=CC=C12)C(=O)N)C=1C=NN(C1)C)F